CN(C1=CC=C(C=C1)C(F)(F)F)C1CCN(CC1)C(=O)OC(C)(C)C tert-Butyl 4-[N-methyl-4-(trifluoromethyl)anilino]piperidine-1-carboxylate